5-[[[4-(1,1-dimethylethyl)phenyl]methyl]thio]-3(2H)-pyridazinone CC(C)(C)C1=CC=C(C=C1)CSC1=CC(NN=C1)=O